(3E)-1-tritylpyrazole-3-carbaldehyde oxime C(C1=CC=CC=C1)(C1=CC=CC=C1)(C1=CC=CC=C1)N1N=C(C=C1)C=NO